tert-butyl 2-((5-chloro-2,4-difluorophenyl)carbamoyl)-2,3-dihydro-1H-pyrrolo[3,2-c]pyridine-1-carboxylate ClC=1C(=CC(=C(C1)NC(=O)C1CC=2C=NC=CC2N1C(=O)OC(C)(C)C)F)F